C(CCCCCCCCCCCCCCCCC)OC(CCC1=CC(=C(C(=C1)C(C)(C)C)O)C(C)(C)C)=O octadecyl-3-(4-hydroxy-3,5-di-t-butylphenyl)propionate